9-([1,1':4',1''-terphenyl]-2'-yl)-4-(4'-Chloro-[1,1'-biphenyl]-4-yl)-9H-carbazole C1(=CC=CC=C1)C1=C(C=C(C=C1)C1=CC=CC=C1)N1C2=CC=CC=C2C=2C(=CC=CC12)C1=CC=C(C=C1)C1=CC=C(C=C1)Cl